FC1=CC=C(C=C1)S(=NC(C1=CC=C(C=C1)CC1=NOC(=N1)C(F)(F)F)=O)(=O)C N-((4-fluorophenyl)(methyl)(oxo)-λ6-sulfaneylidene)-4-((5-(trifluoromethyl)-1,2,4-oxadiazol-3-yl)methyl)benzamide